(S)-2-(3-Cyclopropyl-1-methyl-7-oxo-1,7-dihydro-6H-pyrrolo[2,3-d]pyridazin-6-yl)-N-(1-(4-(trifluoromethyl)phenyl)ethyl)acetamid C1(CC1)C1=CN(C=2C(N(N=CC21)CC(=O)N[C@@H](C)C2=CC=C(C=C2)C(F)(F)F)=O)C